C(=C)OC(CCCCC(=O)OC=C)=O divinyl-adipate